(E)-4-cyano-N'-hydroxy-N-phenylbenzimidamide C(#N)C1=CC=C(/C(/NC2=CC=CC=C2)=N\O)C=C1